4-(3,4-dichlorophenoxy)phenol ClC=1C=C(OC2=CC=C(C=C2)O)C=CC1Cl